COC(=O)C1=C(C(=NN1C=1SC(=C(N1)C1=CC=C(C=C1)C(F)(F)F)C=CC(=O)OC(C)(C)C)C)I 1-(5-(3-(tert-butoxy)-3-oxoprop-1-en-1-yl)-4-(4-(trifluoromethyl)phenyl)thiazol-2-yl)-4-iodo-3-methyl-1H-pyrazole-5-carboxylic acid methyl ester